3-Hydroxy-2',4,4',6'-tetramethoxychalcone OC=1C=C(C=CC1OC)\C=C\C(=O)C1=C(C=C(C=C1OC)OC)OC